(7-Cyclobutyl-6-[3,8-diazabicyclo[3.2.1]octan-3-yl]-2-{[(2S)-pyrrolidin-2-yl]methoxy}-7H-purin-8-yl)(8-ethynyl-7-fluoro-3-hydroxynaphthalen-1-yl)methanone C1(CCC1)N1C(=NC2=NC(=NC(=C12)N1CC2CCC(C1)N2)OC[C@H]2NCCC2)C(=O)C2=CC(=CC1=CC=C(C(=C21)C#C)F)O